[1,2,4]triazolo[1,5-a]quinoline-4-carboxamide N1=CN=C2N1C1=CC=CC=C1C=C2C(=O)N